FC12CC(C1)(C2)CCCCCCCCCCCCCCCCCCCCCC(=O)N 22-{3-fluorobicyclo[1.1.1]pent-1-yl}behenamide